(E)-2-(1-(4-(1-(4-bromophenyl)-2-phenylbut-1-en-1-yl)phenyl)piperidin-4-yl)acetaldehyde BrC1=CC=C(C=C1)\C(=C(/CC)\C1=CC=CC=C1)\C1=CC=C(C=C1)N1CCC(CC1)CC=O